4-((cyclopentyloxy)methyl)-2-methoxyphenol C1(CCCC1)OCC1=CC(=C(C=C1)O)OC